C(C1=CC=CC=C1)NC(N(C1=NC=C(C=C1)C=1C=NN(C1)C)[C@@H]1CC[C@H](CC1)NC1=NC=C(C(=N1)NC(C)C(C)O)C#N)=O 3-benzyl-1-(trans-4-((5-cyano-4-((3-hydroxybutan-2-yl)amino)pyrimidin-2-yl)amino)cyclohexyl)-1-(5-(1-methyl-1H-pyrazol-4-yl)pyridin-2-yl)-urea